(2S,5S)-5-((tert-butoxycarbonyl)amino)tetrahydro-2H-pyran-2-carboxylic acid C(C)(C)(C)OC(=O)N[C@H]1CC[C@H](OC1)C(=O)O